butanedioic acid, monomethyl ester C(CCC(=O)[O-])(=O)OC